C[C@H]1N(CCN(C1)CC1=CC2=C(C(N(C=C2C(F)(F)F)C2=CC(=CC=C2)C2(CC(C2)C)C2=NN=CN2C)=O)N1)C(=O)OC(C)(C)C Tert-butyl (2R)-2-methyl-4-[[6-[3-[3-methyl-1-(4-methyl-1,2,4-triazol-3-yl)cyclobutyl]phenyl]-7-oxo-4-(trifluoromethyl)-1H-pyrrolo[2,3-c]pyridin-2-yl]methyl]piperazine-1-carboxylate